C(CCCCCCCCCCCCCCC)(=O)C(C(C(O)C(CCCCCCCCCCCCCCC)=O)O)O Dipalmitoylglycerin